BrC1=C(C(=C(C(=C1F)F)Br)Br)Br 1,2,3,4-tetrabromo-5,6-difluorobenzene